4-(4-(2-(4-fluoro-2-methylphenoxy)-4-(trifluoromethyl)phenyl)-1H-imidazol-2-yl)-2-methoxypyridine FC1=CC(=C(OC2=C(C=CC(=C2)C(F)(F)F)C=2N=C(NC2)C2=CC(=NC=C2)OC)C=C1)C